ClC1=C(C=2N=C(N=C(C2C=N1)N1CC2N(C(C1)C2)C(=O)OC(C)(C)C)OCC21CCCN1CCC2)F tert-Butyl 3-(7-chloro-8-fluoro-2-((tetrahydro-1H-pyrrolizin-7a(5H)-yl) methoxy) pyrido[4,3-d]pyrimidin-4-yl)-3,6-diazabicyclo[3.1.1]heptane-6-carboxylate